cis-5,8,11,14,17-eicosapentaene CCCC\C=C/CC=CCC=CCC=CCC=CCC